FC(OC=1C(=C(C=CC1F)NC(OC1=CC=CC=C1)=O)F)F phenyl (3-(difluoromethoxy)-2,4-difluorophenyl)carbamate